ClC1=C(C=C(C=C1)S(=O)(=O)NC1=CC=C(C=C1)C(=O)N1CCCC2=CC=CC=C12)[N+](=O)[O-] 4-chloro-3-nitro-N-(4-(1,2,3,4-tetrahydroquinoline-1-carbonyl)phenyl)benzenesulfonamide